ClC1=C(C=C(C(=O)N)C=C1OCCCOC)[N+](=O)[O-] 4-chloro-3-nitro-5-(3-methoxypropoxy)benzamide